6-(4-amino-4-phenylpiperidin-1-yl)-3-(4-chloro-2-cyclopropyl-2H-indazol-5-yl)-1H-pyrazolo[3,4-d]pyrimidine-4-carboxamide NC1(CCN(CC1)C1=NC(=C2C(=N1)NN=C2C2=C(C1=CN(N=C1C=C2)C2CC2)Cl)C(=O)N)C2=CC=CC=C2